N1C=C(C=C1)C=1C=C(C=CC1)[C@H](CC(=O)OCC)N ethyl (S)-3-(3-(1H-pyrrol-3-yl)phenyl)-3-aminopropanoate